1-((3R,5R,8R,9S,10S,13S,14S,17S)-3-hydroxy-3,10,13-trimethylhexadecahydro-1H-cyclopenta[a]phenanthren-17-yl)-2-(2H-1,2,3-triazol-2-yl)ethanone O[C@@]1(CC[C@@]2([C@H]3CC[C@@]4([C@H](CC[C@H]4[C@@H]3CC[C@@H]2C1)C(CN1N=CC=N1)=O)C)C)C